ClC1=CC=C(C[C@H]2CO[C@H](CN2C2CCC(CC2)C2=NN(C(=C2)C(F)(F)F)C)CS(=O)(=O)C)C=C1 (2R,5S)-5-(4-Chlorobenzyl)-4-(4-(1-methyl-5-(trifluoromethyl)-1H-pyrazol-3-yl)cyclohexyl)-2-((methylsulfonyl)methyl)morpholin